O1[C@H](COCC1)CN1N=C2C3=C(CC(C2=C1)C)OC(=C3C)C(=O)NC[C@H]3OCCC3 2-{[(2S)-1,4-dioxan-2-yl]methyl}-4,8-dimethyl-N-{[(2S)-oxolan-2-yl]methyl}-4,5-dihydro-2H-furo[2,3-g]indazole-7-carboxamide